(2S,5R)-5-(2-chlorophenyl)-1-(3-fluoro-4-(6-methoxypyridin-3-yl)benzoyl)pyrrolidine-2-carboxylic acid ClC1=C(C=CC=C1)[C@H]1CC[C@H](N1C(C1=CC(=C(C=C1)C=1C=NC(=CC1)OC)F)=O)C(=O)O